N4-(1-methoxy-2-methylpropan-2-yl)-N2-(2-methoxy-4-(morpholino-sulfonyl)phenyl)-5-(trifluoromethyl)-7H-pyrrolo[2,3-d]pyrimidine-2,4-diamine COCC(C)(C)NC=1C2=C(N=C(N1)NC1=C(C=C(C=C1)S(=O)(=O)C1CNCCO1)OC)NC=C2C(F)(F)F